FC(C1=NN=C2N1CCN(C2)C(=O)OC2=CC=C(C=C2)[N+](=O)[O-])(F)F 4-nitrophenyl 3-(trifluoromethyl)-5H,6H,7H,8H-[1,2,4]triazolo[4,3-a]pyrazine-7-carboxylate